(2S)-2-Amino-5-methyl-hexanoic acid N[C@H](C(=O)O)CCC(C)C